COC1=CC(=CC=C1C#N)C1=CN=C2N1C(=CC=C2)OC 6-methoxy-4-(5-methoxyimidazo[1,2-a]pyridin-3-yl)benzonitrile